N[C@H](C(=O)O)CC1=CC=C(C=C1)C=1C(=NC=CC1)OC (S)-2-amino-3-(4-(2-methoxypyridin-3-yl)phenyl)propanoic acid